thiazole-2,4-dione S1C(NC(C1)=O)=O